4H-1,4-benzoxazin-3-one hydrochloride Cl.O1CC(NC2=C1C=CC=C2)=O